C(C)C1(OCCC(C1)=C)CC 2,2-diethyl-4-methylenetetrahydro-2H-pyran